(R)-3-(3-Chloro-4-fluorophenyl)-1-(8-fluoro-6-oxo-1,2,3,4,5,6-hexahydrobenzo[c][1,7]naphthyridin-1-yl)-1-methylurea ClC=1C=C(C=CC1F)NC(N(C)[C@@H]1C=2C3=C(C(NC2CNC1)=O)C=C(C=C3)F)=O